BrC1=CC=CC(=N1)NC(CN(C(CN1C=CC2=C1N=CN=C2C(=O)N)=O)C2CC2)=O 7-(2-((2-((6-bromopyridin-2-yl)amino)-2-oxoethyl)(cyclopropyl)amino)-2-oxoethyl)-7H-pyrrolo[2,3-d]pyrimidine-4-carboxamide